COC=1C=C(C=C2C(=NC=NC12)NCC=1N=NC(=CC1)C)C=1N=NC(=CC1)C 8-Methoxy-6-(6-methylpyridazin-3-yl)-N-[(6-methylpyridazin-3-yl)methyl]quinazolin-4-amine